Methyl 2-[5-Methoxy-4-oxo-6-(tributylstannyl)-4H-chromen-2-yl]-2-methylpropanoate COC1=C2C(C=C(OC2=CC=C1[Sn](CCCC)(CCCC)CCCC)C(C(=O)OC)(C)C)=O